Cl.FC1(C(CCNCC1)=O)F 5,5-difluoro-azepan-4-one hydrochloride